1-(4-(1,2,4,5-tetrazin-3-yl)phenyl)-1-oxo-5,8,11,14,17,20,23,26-octaoxa-2-azanonacosan-29-oic acid N1=NC(=NN=C1)C1=CC=C(C=C1)C(NCCOCCOCCOCCOCCOCCOCCOCCOCCC(=O)O)=O